2'-methyl-[1,1'-biphenyl] CC1=C(C=CC=C1)C1=CC=CC=C1